CC1=CC=CC(=N1)C1=NC=CC(=N1)NC1=NC(=NC=C1)NC1=CC=C(C=C1)CC(=O)O 2-[4-[[4-[[2-(6-methyl-2-pyridyl)pyrimidin-4-yl]amino]pyrimidin-2-yl]amino]phenyl]acetic acid